N1C=NC=C1CNCC=1C=NC=C(C1)OC N-((1H-Imidazol-5-yl)methyl)-1-(5-methoxypyridin-3-yl)methanamine